tert-Butyl 4-chloro-2-((3,7-dimethyl-2,6-dioxo-8-picolinoyl-2,3,6,7-tetrahydro-1H-purin-1-yl)methyl)-1H-indole-1-carboxylate ClC1=C2C=C(N(C2=CC=C1)C(=O)OC(C)(C)C)CN1C(N(C=2N=C(N(C2C1=O)C)C(C1=NC=CC=C1)=O)C)=O